3-(2-(((+/-)-exo-7-azabicyclo[2.2.1]heptan-2-yl)amino)-5-(trifluoromethyl)pyrimidin-4-yl)-1H-indole-6-carbonitrile C12C(CC(CC1)N2)NC2=NC=C(C(=N2)C2=CNC1=CC(=CC=C21)C#N)C(F)(F)F